2-[2-[[3,5-dichloro-6-(3-oxo-5,6,7,8-tetrahydro-[1,2,4]triazolo[4,3-a]pyridin-2-yl)-2-pyridinyl]oxy]phenoxy]acetic acid ethyl ester C(C)OC(COC1=C(C=CC=C1)OC1=NC(=C(C=C1Cl)Cl)N1N=C2N(CCCC2)C1=O)=O